N,N-diethyl-2-[2-(4-ethylpropoxyphenyl)-5-nitro-1H-benzimidazol-1-yl]-1-ethylamine C(C)N(CC)CCN1C(=NC2=C1C=CC(=C2)[N+](=O)[O-])C2=CC=C(C=C2)OC(CC)CC